1,3-dibromotriazole BrN1NN(C=C1)Br